2-(3-isopropyl-2-(2-methylpyridin-4-yl)-1H-indol-5-yl)-N-(1-isopropylpiperidin-4-yl)-5-methyl-oxazole-4-carboxamide C(C)(C)C1=C(NC2=CC=C(C=C12)C=1OC(=C(N1)C(=O)NC1CCN(CC1)C(C)C)C)C1=CC(=NC=C1)C